SC=1N=C(C2=C(N1)CC[C@H]2C)O (R)-2-mercapto-5-methyl-6,7-dihydro-5H-cyclopenta[d]pyrimidin-4-ol